N2-(but-3-en-1-yl)-3-(1H-pyrazol-1-yl)pyridine-2,6-diamine C(CC=C)NC1=NC(=CC=C1N1N=CC=C1)N